(2S)-{4-[(2-amino-2-oxoethyl)aminocarbonyl]thiazol-2-ylthio}-N-{[4-(3,4-dichlorobenzyl)morpholin-2-yl]methyl}acetamide NC(CNC(=O)C=1N=C(SC1)SCC(=O)NC[C@H]1CN(CCO1)CC1=CC(=C(C=C1)Cl)Cl)=O